C1([C@H](O)[C@@H](O)[C@H](O)[C@H](O1)CO)C1(O)[C@H](O)[C@@H](O)[C@H](O[C@H]2[C@H](O)[C@@H](O)[C@@H](O)[C@H](O2)CO)[C@H](O1)CO glucosyllactose